(S)-N-(2-chloro-3-(3'-chloro-6-methoxy-5-((((5-oxopyrrolidin-2-yl)methyl)amino)methyl)-[2,4'-bipyridin]-2'-yl)phenyl)-5-(((2-hydroxyethyl)(methyl)amino)methyl)-4-methoxypicolinamide ClC1=C(C=CC=C1C1=NC=CC(=C1Cl)C1=NC(=C(C=C1)CNC[C@H]1NC(CC1)=O)OC)NC(C1=NC=C(C(=C1)OC)CN(C)CCO)=O